FC(C1CN(C1)C=1C(=NC2=CC(=CC(=C2N1)[C@@H](C)NC1=C(C(=O)O)C=C(C=C1)F)C)C)F (R)-2-((1-(3-(3-(difluoromethyl)azetidin-1-yl)-2,7-dimethylquinoxalin-5-yl)ethyl)amino)-5-fluorobenzoic acid